C1(CC1)C1=NN(C(=C1)C(F)(F)F)CC(=O)OCC ethyl 2-[3-cyclopropyl-5-(trifluoromethyl)pyrazol-1-yl]acetate